O1COCC2=C1C=CC=C2C=2N=C(SC2CC(C)C)NC2=C(C(=O)O)C=C(C=N2)C=2SC=CC2 2-((4-(benzo[d][1,3]dioxan-5-yl)-5-isobutylthiazol-2-yl)amino)-5-(thiophen-2-yl)nicotinic acid